C(C)(=O)OCCCCCC\C=C\CCC=CCCCC (E)-7,11-hexadecadien-1-yl acetate